FC1=C(C=C(C(=C1)C)F)CO (2,5-difluoro-4-methylphenyl)methanol